5-(4-formylpiperidin-1-yl)pyridine-2-carboxamide C(=O)C1CCN(CC1)C=1C=CC(=NC1)C(=O)N